azobis(2-methyl-propane) N(=NCC(C)C)CC(C)C